ethyl-3,5,5-trimethylhexanoate C(C)OC(CC(CC(C)(C)C)C)=O